1-(3-((5-(difluoromethyl)-2-((2-ethyl-4-(4-methylpiperazin-1-yl)phenyl)amino)pyrimidin-4-yl)amino)propyl)-3-methyltetrahydropyrimidin-2(1H)-one FC(C=1C(=NC(=NC1)NC1=C(C=C(C=C1)N1CCN(CC1)C)CC)NCCCN1C(N(CCC1)C)=O)F